(1s,4s)-4-Hydroxy-N-(3-(1-isopropyl-1H-pyrazol-4-yl)phenyl)-N-((trans-4-(4-methoxy-3-methylphenyl)cyclohexyl)methyl)-4-methylcyclohexanecarboxamide OC1(CCC(CC1)C(=O)N(C[C@@H]1CC[C@H](CC1)C1=CC(=C(C=C1)OC)C)C1=CC(=CC=C1)C=1C=NN(C1)C(C)C)C